(2S,3R,4R,5R)-tert-butyl 3-((tert-butyldimethylsilyl) oxy)-5-(2,4-dioxo-3,4-dihydropyrimidin-1(2H)-yl)-4-fluorotetrahydrofuran-2-carboxylate [Si](C)(C)(C(C)(C)C)O[C@@H]1[C@H](O[C@H]([C@@H]1F)N1C(NC(C=C1)=O)=O)C(=O)OC(C)(C)C